tert-butyl 4-(3-bromo-2-(2-(4-chlorophenyl)-2-hydroxyethoxy) phenyl)-5,6-dihydropyridine-1(2H)-carboxylate BrC=1C(=C(C=CC1)C1=CCN(CC1)C(=O)OC(C)(C)C)OCC(O)C1=CC=C(C=C1)Cl